BrCCCCCCCC(=O)OC(C)(C)C tert-butyl 8-bromo-octanoate